C(CCCCCCCCCCC\C=C\CCCCCCCC)O Brassidyl alcohol